4-acetamidobenzotriazole manganese [Mn].C(C)(=O)NC1=CC=CC=2NN=NC21